NC=1C2=C(C(NN1)=O)N(N=C2C2=CC(=C(CNC(C1=C(C=CC(=C1)F)OC)=O)C=C2)F)C2CCCC2 N-(4-(4-amino-1-cyclopentyl-7-oxo-6,7-dihydro-1H-pyrazolo[3,4-d]pyridazin-3-yl)-2-fluorobenzyl)-5-fluoro-2-methoxybenzamide